FC=1C(=NC(=NC1)NC1=NC=C(C=C1)C1=CSC=C1)NC1=CC(=CC=C1)C(F)(F)F 5-fluoro-N2-(5-(thiophen-3-yl)pyridin-2-yl)-N4-(3-(trifluoromethyl)phenyl)pyrimidine-2,4-diamine